N1=C(C=CC=C1)N1N=C2C(CN(CC2)CC2=CC(=CC=C2)C(F)(F)F)=C1O 2-(pyridin-2-yl)-5-(3-(trifluoromethyl)benzyl)-4,5,6,7-tetrahydro-2H-pyrazolo[4,3-c]pyridin-3-ol